N-methyl-2-aminoethanolAt CNCC[O-]